COCC(C#N)(C)C 3-methoxy-2,2-dimethyl-propanenitrile